O=C1N(N=C(C=C1C(=O)O)C=1C=NC(=CC1)C(F)(F)F)C=1C=NSC1 3-Oxo-2-(1,2-thiazol-4-yl)-6-[6-(trifluoromethyl)pyridin-3-yl]-2,3-dihydropyridazine-4-carboxylic acid